ClC1=NN(C2=NC(=NC=C21)S(=O)(=O)C)C 3-chloro-1-methyl-6-(methylsulfonyl)-1H-pyrazolo[3,4-d]pyrimidine